C(N)(OC(CCCCCN)(C)C)=O (4-aminobutyl)-tert-butyl carbamate